8-(5-Hydroxypyrimidin-2-yl)-2-methyl-2,8-diazaspiro[4.5]decan-1-one OC=1C=NC(=NC1)N1CCC2(CCN(C2=O)C)CC1